C(C)(C)(C)C1CCN(CC1)C(=O)NC1=CC(=C(C=C1)C1=CC(=NC=C1)C)C=1N=NN(N1)C(C1=CC=CC=C1)(C1=CC=CC=C1)C1=CC=CC=C1 4-(tert-butyl)-N-(4-(2-methylpyridin-4-yl)-3-(2-trityl-2H-tetrazol-5-yl)phenyl)piperidine-1-carboxamide